C(C)N(C1CN(CC1)C1CC2=CN(N=C2CC1)C1=NC=CC=C1)C 5-(3-(ethyl(methyl)amino)pyrrolidin-1-yl)-2-(pyridin-2-yl)-4,5,6,7-tetrahydro-2H-indazol